CC(C)(C)[S@](=O)N[C@@H](C(F)(F)F)C1=NC=CC=C1F (S)-2-methyl-N-((R)-2,2,2-trifluoro-1-(3-fluoropyridin-2-yl)ethyl)propane-2-sulfinamide